(2R,3R,5R)-2-((((((S)-1-(1,3-dioxolan-2-yl) ethyl) amino) (phenoxy) phosphoryl) oxy) methyl)-5-(4-amino-2-oxopyrimidin-1(2H)-yl)-4,4-difluorotetrahydrofuran-3-yl propionate C(CC)(=O)O[C@@H]1[C@H](O[C@H](C1(F)F)N1C(N=C(C=C1)N)=O)COP(=O)(OC1=CC=CC=C1)N[C@@H](C)C1OCCO1